4-(difluoromethyl)-1-isopropyl-imidazole FC(C=1N=CN(C1)C(C)C)F